C(C)(C)OC1=C(C=CC)C=CC=C1 2-isopropoxy-β-methylstyrene